Cl.FC1=CC(=C(C=C1)C=1CCCC2=C(C1C1=C(C=C(C(=C1)F)C=C1CN(C1)CCCF)C)C=CC(=C2)C(=O)O)C 8-(4-fluoro-2-methylphenyl)-9-(5-fluoro-4-((1-(3-fluoropropyl)azetidin-3-ylidene)methyl)-2-methylphenyl)-6,7-dihydro-5H-benzo[7]annulene-3-carboxylic acid hydrochloride